(3,4-dihydroquinoxalin-1(2H)-yl)(phenyl)methanone N1(CCNC2=CC=CC=C12)C(=O)C1=CC=CC=C1